tert-butyl 8-oxo-2-(4-(2,2,2-trifluoroethyl)phenyl)-2,3,4,5a,6,7,8,9-octahydro-5H-1,2,5,7-tetraazabenzo[cd]azulene-5-carboxylate O=C1NCC2C3=C(N(N=C3C1)C1=CC=C(C=C1)CC(F)(F)F)CCN2C(=O)OC(C)(C)C